CC=1OC2(CC1)C(=CC(CC2(C)C)=O)C 2,6,10,10-tetramethyl-1-oxaspiro(4.5)deca-2,6-dien-8-one